5-(1-(4-fluorophenyl)ethyl)-6-((2-(pyrrolidin-1-yl)ethyl)amino)pyrazine-2-carboxamide FC1=CC=C(C=C1)C(C)C=1N=CC(=NC1NCCN1CCCC1)C(=O)N